2-[(2E)-2-(aminomethyl)-3-fluoroprop-2-en-1-yl]-4-{[5-(quinolin-5-yl)thiophen-2-yl]methyl}-2,4-dihydro-3H-1,2,4-triazol-3-one hydrochloride Cl.NC/C(/CN1N=CN(C1=O)CC=1SC(=CC1)C1=C2C=CC=NC2=CC=C1)=C\F